ON1N=NC2=C1C=CC=C2.[Cl-] chloride compound with N-hydroxybenzotriazole